tert-butyl (3S,4S)-4-(4-(2-butyl-1-oxo-1,2-dihydro-2,7-naphthyridin-4-yl)-2-methoxyphenoxy)-3-fluoropiperidine-1-carboxylate C(CCC)N1C(C2=CN=CC=C2C(=C1)C1=CC(=C(O[C@@H]2[C@H](CN(CC2)C(=O)OC(C)(C)C)F)C=C1)OC)=O